COC(=O)C1=CC2=C(N=C(N2CCOC)CC2=C(C=C(C=C2)C2=NC(=CC=C2)OCC2=C(C=C(C=C2)C#N)F)F)C=C1 2-[[4-[6-[(4-cyano-2-fluoro-phenyl)methoxy]-2-pyridinyl]-2-fluoro-phenyl]methyl]-3-(2-methoxyethyl)benzimidazole-5-carboxylic acid methyl ester